N1(CCCCC1)C=1C=C(C=CC1)C1=NNC(=C1)C1CN(CC1)C#N 3-(3-(3-(piperidin-1-yl)phenyl)-1H-pyrazol-5-yl)pyrrolidine-1-carbonitrile